O1C(CCCCCCCCC\C=C/CCC1)=O (Z)-oxacyclohexadecan-12-en-2-one